(Z)-1-(4-amino-2-fluorobut-2-en-1-yl)-4-(1-(2-hydroxyethyl)-1H-pyrazol-3-yl)-1H-benzo[d]imidazol-6-carbonitrile hydrochloride Cl.NC\C=C(\CN1C=NC2=C1C=C(C=C2C2=NN(C=C2)CCO)C#N)/F